[N+](=O)([O-])C1=CC=C(C=N1)N1CCC(CC1)OC1=CC=C(C=C1)CO [4-[[1-(6-nitro-3-pyridyl)-4-piperidyl]oxy]phenyl]methanol